(4-fluoropiperidin-1-yl)((1R,4r)-4-(4-((R)-3-((2,5,7-trimethyl-[1,2,4]triazolo[1,5-a]pyrimidin-6-yl)oxy)pyrrolidin-1-yl)phenyl)cyclohexyl)methanone FC1CCN(CC1)C(=O)C1CCC(CC1)C1=CC=C(C=C1)N1C[C@@H](CC1)OC=1C(=NC=2N(C1C)N=C(N2)C)C